COC(=O)C1=CC2=C(N=C(S2)N2[C@H]3CC(C[C@@H]2CC3)OCC=3C(=NOC3C3CC3)C3=C(C=CC=C3)Cl)C(=C1)Br 4-bromo-2-((1R,3R,5S)-3-((3-(2-chlorophenyl)-5-cyclopropylisoxazol-4-yl)methoxy)-8-azabicyclo[3.2.1]oct-8-yl)benzo[d]thiazole-6-carboxylic acid methyl ester